FC(C1=NC=CC(=C1)C1=NOC(=N1)[C@H](C)NC(C1=NC=CC=C1)=O)(F)F (S)-N-(1-(3-(2-(trifluoromethyl)pyridin-4-yl)-1,2,4-oxadiazol-5-yl)ethyl)picolinamide